zinc sulfide cadmium zinc [Zn+2].[Cd+2].[S-2].[Zn+2].[S-2].[S-2]